dimethyl 5,5'-diselanediylbis(2-isocyanobenzoate) [Se]([Se]C=1C=CC(=C(C(=O)OC)C1)[N+]#[C-])C=1C=CC(=C(C(=O)OC)C1)[N+]#[C-]